(S)-2-(3-fluoropiperidin-1-yl)-5-(4,4,5,5-tetramethyl-1,3,2-dioxaborolan-2-yl)pyrazine F[C@@H]1CN(CCC1)C1=NC=C(N=C1)B1OC(C(O1)(C)C)(C)C